methyl 4,5-dimethylthiazole-2-carboxylate CC=1N=C(SC1C)C(=O)OC